C[C@@H](C(=O)OCC1=CC=CC=C1)O (S)-(-)-lactic acid benzyl ester